Cl.Cl.CC=1C=C(C=C(C1)OCC1=CC=C(C(N)=N)C=C1)OCC1=CC=C(C(N)=N)C=C1 4,4'-(((5-methyl-1,3-phenylene)bis(oxy))bis(methylene))dibenzimidamide dihydrochloride